OC1=C(C=C(C(=C1)O)CCC)N1C(=NN=C1)C(=O)NCCN1CCCCC1 (2,4-dihydroxy-5-propylphenyl)-N-(2-(piperidin-1-yl)ethyl)-4H-1,2,4-triazole-3-carboxamide